Methyl 2-[[4-[6-[(4-bromophenyl)methoxy]-2-pyridyl]-2,5-difluoro-phenyl]methyl]-3-[[(2S)-oxetan-2-yl]methyl]benzimidazole-5-carboxylate BrC1=CC=C(C=C1)COC1=CC=CC(=N1)C1=CC(=C(C=C1F)CC=1N(C2=C(N1)C=CC(=C2)C(=O)OC)C[C@H]2OCC2)F